ClC1=C(C=CC=C1)C1=NC=2NC(N(C(C2N1C1=CC=C(C=C1)Cl)=O)COC(C(C)(C)C)=O)=O 2,2-Dimethylpropanoic acid [8-(2-chlorophenyl)-7-(4-chlorophenyl)-2,6-dioxo-2,3,6,7-tetrahydro-1H-purin-1-yl]Methyl ester